C(C)(C)(C)OC(C(CC1=CC=C(C=C1)C1=CC(=NC=C1)N)(C)C)=O 3-(4-(2-aminopyridin-4-yl)phenyl)-2,2-dimethylpropionic acid tert-butyl ester